C(=O)O.CC1=C(C#N)C=CC=C1[C@@H](C)NC1=NN=C(C2=CC=C(C=C12)N1CC(C1)(N1CCOCC1)C)C (R)-2-methyl-3-(1-((4-methyl-7-(3-methyl-3-morpholinoazetidin-1-yl)phthalazin-1-yl)amino)ethyl)benzonitrile Formate salt